ClCC(=O)N1C(CN(CC1)C1=NC(=NC(=N1)NC(C)C1=C(C=CC=C1)Cl)NC)CO 2-Chloro-1-(4-(4-((1-(2-chlorophenyl)ethyl)amino)-6-(methylamino)-1,3,5-triazin-2-yl)-2-(hydroxymethyl)piperazin-1-yl)ethan-1-one